6-Chloro-3-[[(1R)-1-[2-[1-[(2,2-dimethyl-1,3-dioxolan-4-yl)methyl]pyrazol-4-yl]-3,6-dimethyl-4-oxo-chromen-8-yl]ethyl]amino]pyridine-2-carbonitrile ClC1=CC=C(C(=N1)C#N)N[C@H](C)C=1C=C(C=C2C(C(=C(OC12)C=1C=NN(C1)CC1OC(OC1)(C)C)C)=O)C